F/C=C(\CN)/COC1=CC=C(C=C1)S(=O)(=O)CC1(CCOCC1)OC (E)-3-fluoro-2-((4-(((4-methoxytetrahydro-2H-pyran-4-yl)methyl)sulfonyl)phenoxy)methyl)prop-2-en-1-amine